ClC1=CC(=C(C=C1)C=1C=2N(C(=NN1)SC)C=CC2)OC(F)F 1-[4-chloro-2-(difluoromethoxy)phenyl]-4-methylsulfanyl-pyrrolo[1,2-d][1,2,4]triazine